3-Benzenesulfonyl-1-(4-chloro-phenyl)-3-furan-2-yl-propan-1-one C1(=CC=CC=C1)S(=O)(=O)C(CC(=O)C1=CC=C(C=C1)Cl)C=1OC=CC1